C1(=CC=CC=C1)C[N+]1=CC=CC=C1 1-(phenylmethyl)pyridinium